ClC=1C=C(C=CC1Cl)[C@@H]1CC[C@@H](C2=CC=CC=C12)N(N=O)C N-((1S,4S)-4-(3,4-dichlorophenyl)-1,2,3,4-tetrahydronaphthalen-1-yl)-N-methylnitrous amide